C(C)C1=C(C(=O)[O-])C=C(C(=C1O)O)O Ethylgallat